C(C)(C)(C)OC(NCCOCCOCCOCCNC(CCCCN1C(=NC=C1)CN1C=CC2=CC=C(C=C12)C#N)=O)=O (17-(2-((6-cyano-1H-indol-1-yl)methyl)-1H-imidazol-1-yl)-13-oxo-3,6,9-trioxa-12-aza-heptadecyl)carbamic acid tert-butyl ester